2,6-dibromo-3,4,5-triphenylpyridine BrC1=NC(=C(C(=C1C1=CC=CC=C1)C1=CC=CC=C1)C1=CC=CC=C1)Br